8-((2R,4R)-2-((bis(4-methoxyphenyl)(phenyl)methoxy)methyl)-4-hydroxypiperidin-1-yl)-8-oxooctanoic acid COC1=CC=C(C=C1)C(OC[C@@H]1N(CC[C@H](C1)O)C(CCCCCCC(=O)O)=O)(C1=CC=CC=C1)C1=CC=C(C=C1)OC